7-Chloro-1-((2-(trimethylsilyl)ethoxy)methyl)-1,6-naphthyridin-2(1H)-one ClC1=NC=C2C=CC(N(C2=C1)COCC[Si](C)(C)C)=O